C1(CC1)C(=O)NC1=NC=C(C(=O)NC([2H])([2H])[2H])C(=C1)NC1=CC=C2C=NN(C2=C1OC([2H])([2H])[2H])C(C([2H])([2H])[2H])([2H])[2H] 6-(Cyclopropanecarboxamido)-4-((1-(ethyl-d5)-7-(methoxy-d3)-1H-indazol-6-yl)amino)-N-(methyl-d3)nicotinamide